N1(CCOCC1)C(CONC(=O)[C@H]1N2C(N([C@H](CC1)C2)OS(=O)(=O)O)=O)=O.[Na] sodium (2S,5R)-N-[2-(morpholin-4-yl)-2-oxoethoxy]-7-oxo-6-(sulfooxy)-1,6-diaza-bicyclo[3.2.1]octane-2-carboxamide